FC(C1=NC=CC=C1OCC1[C@H]2CNC[C@@H]12)(F)F (1R,5S,6S)-6-({[2-(trifluoromethyl)pyridin-3-yl]oxy}methyl)-3-azabicyclo[3.1.0]hexane